ClC1=C(C=C2C=C(N=CC2=C1)NC(=O)C1C(C1C=1C=NN(C1)C)CC)C1CCC(CC1)N1CC(C1)(C)F N-(7-chloro-6-(4-(3-fluoro-3-methylazetidin-1-yl)cyclohexyl)isoquinolin-3-yl)-2-ethyl-3-(1-methyl-1H-pyrazol-4-yl)cyclopropane-1-carboxamide